C(C=C)(=O)N1CC(C1)(F)CN1C2=C(N(C(C1=O)=O)C=1C(=NC=CC1C)C(C)C)N=C(C(=C2)Cl)C2=C(C=C(C=C2)C)F 1-((1-acryloyl-3-fluoroazetidin-3-yl)methyl)-7-chloro-6-(2-fluoro-4-methylphenyl)-4-(2-isopropyl-4-methylpyridin-3-yl)-1,4-dihydropyrido[2,3-b]pyrazine-2,3-dione